BrCCCCCCO[Si](OC(CC(C(=O)OCCCCCCCC\C=C/CCCCCCCC)(C)C)OCCCCCCCC\C=C/CCCCCCCC)(C)C (Z)-octadec-9-en-1-yl 4-((((6-bromohexyl)oxy)dimethylsilyl)oxy)-2,2-dimethyl-4-(((Z)-octadec-9-en-1-yl)oxy)butanoate